2-(3-methylphenoxy)-5-fluorobenzamide CC=1C=C(OC2=C(C(=O)N)C=C(C=C2)F)C=CC1